Trans-4-(2-(4-fluorophenyl)-6-(benzenesulfonyl)imidazo[4,5-d]pyrrolo[2,3-b]pyridine-1(6H)-yl)cyclohexanecarbonitrile FC1=CC=C(C=C1)C1=NC=2C(=C3C(=NC2)N(C=C3)S(=O)(=O)C3=CC=CC=C3)N1[C@@H]1CC[C@H](CC1)C#N